tert-butyl 2-[4-[3-[3,5-dimethoxy-4-(2,2,2-trifluoroethyl-carbamoyl)phenyl] imidazo[1,2-a]pyridin-7-yl]pyrazol-1-yl]acetate COC=1C=C(C=C(C1C(NCC(F)(F)F)=O)OC)C1=CN=C2N1C=CC(=C2)C=2C=NN(C2)CC(=O)OC(C)(C)C